2-(1-piperidyl)ethoxyl-6,8-dihydro-5H-pyrido[3,4-d]pyrimidine N1(CCCCC1)CCOC=1N=CC2=C(N1)CNCC2